OC[C@@H]1C(C[C@@H](O1)C=1C(NC=CC1)=O)=O 3-((2R,5R)-5-(hydroxymethyl)-4-oxotetrahydrofuran-2-yl)pyridin-2(1H)-one